C(C)O[Si](CCCSSCCC[Si](OCC)(OCC)OCC)(OCC)OCC bis-(3-triethoxysilylpropyl)-disulfane